ClCC1=NC=CC(=C1)C(F)(F)F 2-(chloromethyl)-4-(trifluoromethyl)pyridine